N[C@@H](C(=O)O)CC1=CC=C(C=C1)OC (2R)-2-amino-3-(4-methoxyphenyl)-propionic acid